1-((4,10-bis(2-amino-2-oxoethyl)-7-(phosphonomethyl)-1,4,7,10-tetraazacyclododecane-1-yl)methyl)isoquinoline 2-oxide NC(CN1CCN(CCN(CCN(CC1)CP(=O)(O)O)CC(N)=O)CC1=[N+](C=CC2=CC=CC=C12)[O-])=O